C(#N)[C@H]1N(CSC1)C(CNC(=O)C1=CC=NC2=CC=C(C=C12)C1(CCOCC1)OCC)=O (R)-N-(2-(4-Cyanothiazolidin-3-yl)-2-oxoethyl)-6-(4-ethoxytetrahydro-2H-pyran-4-yl)quinoline-4-carboxamide